tris(4-ethyl-2,6-dimethoxyphenyl) phosphite P(OC1=C(C=C(C=C1OC)CC)OC)(OC1=C(C=C(C=C1OC)CC)OC)OC1=C(C=C(C=C1OC)CC)OC